The molecule is a monocarboxylic acid anion resulting from the deprotonation of the carboxy group of carnosic acid. The major species at pH 7.3. It is an abietane diterpenoid, a carbotricyclic compound and a monocarboxylic acid anion. It is a conjugate base of a carnosic acid. CC(C)C1=C(C(=C2C(=C1)CC[C@@H]3[C@@]2(CCCC3(C)C)C(=O)[O-])O)O